1-(1-(azetidin-1-yl)-2-methylpropan-2-yl)-N-((7-fluoro-5-(2-methoxypyridin-4-yl)-2,3-dihydro-1H-inden-4-yl)carbamoyl)-1H-pyrazole-3-sulfonamide sodium salt [Na].N1(CCC1)CC(C)(C)N1N=C(C=C1)S(=O)(=O)NC(NC1=C2CCCC2=C(C=C1C1=CC(=NC=C1)OC)F)=O